COCCN(C1=CC=C(NC=2C(=NC(=C(N2)NC)C=2C3=C(C=NC2)N(C=N3)C)C(=O)N)C=C1)C 3-[4-[2-Methoxyethyl(methyl)amino]anilino]-5-(methylamino)-6-(3-methylimidazo[4,5-c]pyridin-7-yl)pyrazin-2-carboxamid